(5-(3,5-difluorophenyl)-4,5-dihydro-1H-pyrazol-1-yl)(5-(5-methyl-1,3,4-oxadiazol-2-yl)-5-azaspiro[2.5]octane-8-yl)methanone FC=1C=C(C=C(C1)F)C1CC=NN1C(=O)C1CCN(CC12CC2)C=2OC(=NN2)C